CN1CCN(CC1)CCN1N=CC=C1 1-(2-(4-methylpiperazin-1-yl)ethyl)-1H-pyrazol